C(C1=CC=CC=C1)SC1=C(C(=CC=C1)Br)Cl benzyl(3-bromo-2-chlorophenyl)sulfane